di(6-methylbenzothiazolyl)disulfide CC1=CC2=C(N=C(S2)SSC=2SC3=C(N2)C=CC(=C3)C)C=C1